8-((tetrahydro-2H-pyran-4-yl)oxy)-6H-benzo[c]chromen-6-one O1CCC(CC1)OC=1C=CC2=C(C(OC3=CC=CC=C23)=O)C1